C(C)(=O)N1C(CC2(C(N(C(N2)=O)CCCCCCCCCCCC)=O)CC1(C)C)(C)C 8-acetyl-3-dodecyl-1,3,8-triaza-7,7,9,9-tetramethylspiro[4.5]decane-2,4-dione